O[C@@H]1[C@@H](O)[C@@H](O)[C@@H](O1)CO β-L-ribofuranose